ethyl-isopropyl-amine C(C)NC(C)C